methyl 3-((N-(2-((tert-butyldimethylsilyl)oxy)ethyl)-N-methylsulfamoyl)methyl)benzoate [Si](C)(C)(C(C)(C)C)OCCN(S(=O)(=O)CC=1C=C(C(=O)OC)C=CC1)C